[N-](S(=O)(=O)C(F)(F)F)S(=O)(=O)C(F)(F)F.C(CCCCC)[N+](CC)(CC)CC hexyltriethylammonium bis(trifluoromethanesulfonyl)imide salt